3-(2-(((6-((1S,2S)-2-(3-chlorophenyl)cyclopropane-1-carboxamido)pyrimidin-4-yl)amino)methyl)-5-cyclopropylpyrazolo[1,5-a]pyridin-7-yl)propanoic acid ClC=1C=C(C=CC1)[C@@H]1[C@H](C1)C(=O)NC1=CC(=NC=N1)NCC1=NN2C(C=C(C=C2CCC(=O)O)C2CC2)=C1